(1S,3R)-3-(3-{[(2-meth-oxypyridin-4-yl)acetyl]-amino}-1H-pyrazol-5-yl)cyclopentyl carbamate C(N)(O[C@@H]1C[C@@H](CC1)C1=CC(=NN1)NC(CC1=CC(=NC=C1)OC)=O)=O